2-[Benzyl-(2-nitrophenyl)sulfonyl-amino]acetyl chloride C(C1=CC=CC=C1)N(CC(=O)Cl)S(=O)(=O)C1=C(C=CC=C1)[N+](=O)[O-]